(R)-2-(4-bromophenyl)-1,2,3,10b-tetrahydrobenzo[e]imidazo[1,5-c][1,2,3]oxathiazine 5,5-dioxide BrC1=CC=C(C=C1)N1CN2S(OC3=C([C@@H]2C1)C=CC=C3)(=O)=O